O=C1C=C(C2=C(N=C(N=C2)NC2=CC=C(C=C2)N2CCN(CC2)C(=O)OC(C)(C)C)N1C1=CC=CC=C1)C#C[Si](C(C)C)(C(C)C)C(C)C tert-Butyl 4-[4-({7-oxo-8-phenyl-5-[2-(triisopropylsilyl)ethynyl]pyrido[2,3-d]pyrimidin-2-yl}amino)phenyl]piperazine-1-carboxylate